tert-butyl (3R)-3-[5-methyl-4-(4,4,5,5-tetramethyl-1,3,2-dioxaborolan-2-yl)pyrazol-1-yl]pyrrolidine-1-carboxylate CC1=C(C=NN1[C@H]1CN(CC1)C(=O)OC(C)(C)C)B1OC(C(O1)(C)C)(C)C